C(C)NC1=CC(=CC(=N1)N1C(C2=CC(=CC(=C2C1)C(F)(F)F)CO[C@H]1[C@H](CCC1)O)=O)C1=C(C=C(C=C1)F)C1=NN=CN1C 2-[6-(Ethylamino)-4-[4-fluoro-2-(4-methyl-1,2,4-triazol-3-yl)phenyl]pyridin-2-yl]-6-({[(1R,2S)-2-hydroxycyclopentyl]oxy}methyl)-4-(trifluoromethyl)-3H-isoindol-1-one